7-bromo-8-fluoro-2,4-quinazolinedione BrC1=CC=C2C(NC(NC2=C1F)=O)=O